[Br-].C[N+](CCCCCCCCCCCCCCCCCC)(CCCCCCCCCCCCCCCCCC)C Dimethyl-dioctadecylammonium bromide